ClC=1C=C(C(=O)N)C=CC1C[C@@H](CNC(CC(C1(CC1)C(F)(F)F)C=1C=NC=NC1)=O)N(C)C 3-chloro-4-[(2S)-2-(dimethylamino)-3-[3-(pyrimidin-5-yl)-3-[1-(trifluoromethyl)cyclopropyl]propanamido]propyl]benzamide